N-[(3R)-7-(5-tert-butyl-1,3,4-oxadiazol-2-yl)-5-[(4-chlorophenyl)methyl]-8-fluoro-1,1,4-trioxo-2,3-dihydro-1λ6,5-benzothiazepin-3-yl]-2-(methylamino)acetamide C(C)(C)(C)C1=NN=C(O1)C=1C(=CC2=C(N(C([C@H](CS2(=O)=O)NC(CNC)=O)=O)CC2=CC=C(C=C2)Cl)C1)F